2-methylbenzoic acid dihydrochloride Cl.Cl.CC1=C(C(=O)O)C=CC=C1